P(=O)(OC1=CC=CC=C1)(OC1=CC=CC=C1)OC1=CC=C(C=C1)C(C)(C)C diphenyl p-t-butylphenyl phosphate